CN(C1=C(C=NC=2NC3=C(C=C(C(=C3C21)F)F)NC)C=2C=C1C(C(=CN(C1=NC2)C2COCC2)C(=O)O)=O)C 6-[4-(dimethylamino)-5,6-difluoro-8-(methylamino)-9H-pyrido[2,3-b]indol-3-yl]-4-oxo-1-tetrahydrofuran-3-yl-1,8-naphthyridine-3-carboxylic acid